CC=1C=C(C=C(C1)C)OC1=CC=C(C=C1)N1C(NN=C1C)=O 4-{4-[(3,5-dimethylphenyl)oxy]phenyl}-5-methyl-2,4-dihydro-3H-1,2,4-triazol-3-one